N-(5-fluoro-2,4-dimethylpyridin-3-yl)prop-2-enamide FC=1C(=C(C(=NC1)C)NC(C=C)=O)C